4-((R)-1-(5-fluoropyridin-2-yl)ethoxy)-6-(6-((R)-3-(hydroxymethyl)-4-meth-ylpiperazin-1-yl)pyridin-3-yl)pyrazolo[1,5-a]pyridine-3-carbonitrile FC=1C=CC(=NC1)[C@@H](C)OC=1C=2N(C=C(C1)C=1C=NC(=CC1)N1C[C@@H](N(CC1)C)CO)N=CC2C#N